FC1=CC=CC(=N1)C1CN(C1)C(=O)C=1N=C(C2=C(N1)OC(=C2)C)NC2(CC2)C [3-(6-fluoropyridin-2-yl)azetidine-1-carbonyl]-6-methyl-N-(1-methylcyclopropyl)furo[2,3-d]pyrimidin-4-amine